N(=[N+]=[N-])C(C(=O)OC)=CC1=C(C(=CC=C1)Cl)OC methyl 2-azido-3-(3-chloro 2-methoxyphenyl)acrylate